C(C)C1=NN=C(S1)NS(=O)(=O)C1=CC=C(C=C1)NC(CCCCC)=O N-{4-[(5-ethyl-1,3,4-thiadiazol-2-yl)sulfamoyl]phenyl}hexanamide